N-stearoyl-leucine C(CCCCCCCCCCCCCCCCC)(=O)N[C@@H](CC(C)C)C(=O)O